BrC=1C(=CC=2C3=C(C(=NC2C1F)N1CC(C1)N(C)C)N=C(N3C3C1CN(C3C1)C(=O)OC(C)(C)C)CCC(=O)N(C)C)I tert-butyl 5-(7-bromo-2-(3-(dimethylamino)-3-oxopropyl)-4-(3-(dimethylamino)azetidin-1-yl)-6-fluoro-8-iodo-1H-imidazo[4,5-c]quinolin-1-yl)-2-azabicyclo[2.1.1]hexane-2-carboxylate